5-fluoro-1',2'-dimethyl-4'-oxo-1',4'-dihydro-[2,3'-bipyridine]-5'-carboxylic acid FC=1C=CC(=NC1)C1=C(N(C=C(C1=O)C(=O)O)C)C